3-[3-methyl-5-(4-piperidinyl)indol-1-yl]piperidine-2,6-dione TFA salt OC(=O)C(F)(F)F.CC1=CN(C2=CC=C(C=C12)C1CCNCC1)C1C(NC(CC1)=O)=O